4-(methyl(2-vinylpyrimidin-5-yl)amino)cyclohexan-1-ol CN(C1CCC(CC1)O)C=1C=NC(=NC1)C=C